O1N=C(OCC1)C1=C(C=CC=C1)S(=O)(=O)N 2-(5,6-dihydro-1,4,2-dioxazin-3-yl)benzene-1-sulfonamide